C1=C(C=CC2=CC=CC=C12)C(C)O 1-(2-naphthyl)ethanol